9,10-bis(tert-butoxycarbonylnonyleneoxy)anthracene C(C)(C)(C)OC(=O)CCCCCCCCCOC=1C2=CC=CC=C2C(=C2C=CC=CC12)OCCCCCCCCCC(=O)OC(C)(C)C